(R)-6-decyl-N-(pyrrolidin-3-yl)benzo[d]oxazol-2-amine hydrochloride Cl.C(CCCCCCCCC)C1=CC2=C(N=C(O2)N[C@H]2CNCC2)C=C1